BrC1=C(C=C(C=C1)F)CNNC(=S)N (2-bromo-5-fluorophenylmethyl)hydrazinothiocarboxamide